FC=1C=CC(=C(C1)N[C@H](C)C=1C=C(C=C2C(N(C(=NC12)N1CCOCC1)C)=O)C)S(=O)(=O)C (R)-8-(1-((5-fluoro-2-(methylsulfonyl)phenyl)amino)ethyl)-3,6-dimethyl-2-morpholinoquinazolin-4(3H)-one